(S)-6-(((1-(bicyclo[1.1.1]pentan-1-yl)-1H-1,2,3-triazol-4-yl)(quinolin-5-yl)methyl)amino)-8-chloro-4-(neopentylamino)quinoline-3-carbonitrile C12(CC(C1)C2)N2N=NC(=C2)[C@H](C2=C1C=CC=NC1=CC=C2)NC=2C=C1C(=C(C=NC1=C(C2)Cl)C#N)NCC(C)(C)C